triethyl-ammonium camphorsulfonate C12(C(=O)CC(CC1)C2(C)C)CS(=O)(=O)[O-].C(C)[NH+](CC)CC